Cl.CN(C1CN(C1)C1=CC=C(C=N1)N1C=C(C(C2=CC=CC=C12)=O)C(=O)O)C 1-{6-[3-(dimethylamino)azetidin-1-yl]pyridin-3-yl}-4-oxo-1,4-dihydroquinoline-3-carboxylic acid hydrochloride